N-Boc-L-Histidine C(=O)(OC(C)(C)C)N[C@@H](CC1=CNC=N1)C(=O)O